5-Oxo-3-((2-(trimethylsilyl)ethoxy)methyl)-4,5,6,8-tetrahydropyrazolo[3,4-b]pyrrolo[3,4-d]pyridine-7(3H)carboxylic acid tert-butyl ester C(C)(C)(C)OC(=O)N1CC=2C3=C(NC(C2C1)=O)N(N=C3)COCC[Si](C)(C)C